C(C1=CC=CC=C1)OCCC(F)(F)C1(CN(C1)C(=O)OC(C)(C)C)C#N tert-butyl 3-(3-benzyloxy-1,1-difluoro-propyl)-3-cyano-azetidine-1-carboxylate